ClC1=CC(=NC2=CC(=CC=C12)Cl)C1CCCCC1 4,7-Dichloro-2-cyclohexylquinoline